2-(7-aza-benzotriazolyl)-N,N,N',N'-tetramethyl-uronium hexafluorophosphate F[P-](F)(F)(F)(F)F.N1N=NC2=C1N=CC=C2OC(=[N+](C)C)N(C)C